6-chloro-8-(4-chloro-2-fluorophenyl)-3-methylpyrimido[5,4-d]pyrimidin-4(3H)-one ClC=1N=C(C=2N=CN(C(C2N1)=O)C)C1=C(C=C(C=C1)Cl)F